2-{[4-({6-[(2-cyano-4-methylphenoxy)methyl]pyridin-2-yl}methyl)piperidin-1-yl]methyl}-1-{[(2S)-oxetan-2-yl]methyl}-1H-1,3-benzodiazole C(#N)C1=C(OCC2=CC=CC(=N2)CC2CCN(CC2)CC2=NC3=C(N2C[C@H]2OCC2)C=CC=C3)C=CC(=C1)C